FC=1C=C(C=CC1)SC1=C(NC2=CC=CC=C12)C(=O)NC[C@H](CC(CNC(OC(C)(C)C)=O)O[Si](C(C)C)(C(C)C)C(C)C)NC(OC(C)(C)C)=O di-tert-butyl ((4S)-5-(3-((3-fluorophenyl)thio)-1H-indole-2-carboxamido)-2-((triisopropylsilyl)oxy)pentane-1,4-diyl)dicarbamate